O1C2=C(OCC1)C=C(C=C2)C2N(CCC2)CC2=CC=C(C=C2)C2=NC=CN=C2 2-(4-((2-(2,3-dihydrobenzo[b][1,4]dioxin-6-yl)pyrrolidin-1-yl)methyl)phenyl)pyrazine